2-(difluoromethyl)-5-(5-fluoro-6-((4-(3-(1-methylpiperidin-4-yl)phenyl)-1H-1,2,3-triazol-1-yl)methyl)pyridin-3-yl)-1,3,4-oxadiazole FC(C=1OC(=NN1)C=1C=NC(=C(C1)F)CN1N=NC(=C1)C1=CC(=CC=C1)C1CCN(CC1)C)F